3-((4-Bromophenyl)sulfonyl)-1-methyl-4-phenyl-1-azaspiro[4.5]deca-3,6,9-triene-2,8-dione BrC1=CC=C(C=C1)S(=O)(=O)C=1C(N(C2(C1C1=CC=CC=C1)C=CC(C=C2)=O)C)=O